N,N-dimethylamine HCl Cl.CNC